FC1=C(C(=O)NO)C=C(C=C1F)C(F)(F)F 2,3-difluoro-5-trifluoromethyl-benzohydroxamic acid